(2R,4R)-2-(cyanomethyl)-4-fluoropyrrolidine-1-carboxylic acid tert-butyl ester C(C)(C)(C)OC(=O)N1[C@@H](C[C@H](C1)F)CC#N